(1r,3r)-3-(3-(6-((2-(hydroxymethyl)-1,4-oxaazepan-4-yl)methyl)-1-oxo-4-(trifluoromethyl)isoindolin-2-yl)phenyl)-3-((4-methyl-4H-1,2,4-triazol-3-yl)methyl)cyclobutane-1-carbonitrile OCC1OCCCN(C1)CC1=CC(=C2CN(C(C2=C1)=O)C=1C=C(C=CC1)C1(CC(C1)C#N)CC1=NN=CN1C)C(F)(F)F